C(C(=O)O)(=O)O.O1CC(C1)N1CCN(CC1)C(C=CC#N)C 4-[4-(oxetan-3-yl)piperazin-1-yl]pent-2-enenitrile oxalate